1,3-diamino-5-(hydroxyamino)benzene NC1=CC(=CC(=C1)NO)N